C(CCCCCCC)NCCCCCCCC.O1C=2C(OCC1COCCC(S(=O)(=O)O)C(C)C)=CSC2 3-[(2,3-dihydrothieno[3,4-b]-[1,4]dioxin-2-yl)methoxy]-1-isopropyl-1-Propanesulfonic acid di-n-octylamine salt